NC1=NC=C(C(=O)NC2=NC=3C(=C(C=CC3C=3N2CCN3)OCCCN(C)C)OC)C=C1 6-amino-N-{8-[3-(dimethylamino)propoxy]-7-methoxy-2,3-dihydroimidazo[1,2-c]quinazolin-5-yl}nicotinamide